ClC1=CC=C(C=C1)C1(CC(C1)(OC)OC)C#N 1-(4-chlorophenyl)-3,3-dimethoxy-cyclobutanecarbonitrile